ClC1=C(C=CC(=C1)F)CCCN1C[C@@H]([C@@](CC1)(O)C=1C=C(C#N)C=CC1)CN(C)C 3-((3S,4R)-1-(3-(2-chloro-4-fluorophenyl)propyl)-3-((dimethylamino)methyl)-4-hydroxypiperidin-4-yl)benzonitrile